The molecule is a triazene derivative that is triazene in which each of the terminal nitrogens is substituted by a 4-carbamimidoylphenyl group. It has a role as an antiparasitic agent and a trypanocidal drug. It is a triazene derivative and a carboxamidine. It is a conjugate base of a diminazene(2+). C1=CC(=CC=C1C(=N)N)NN=NC2=CC=C(C=C2)C(=N)N